benzo[d]thiazole-6-sulfonamide S1C=NC2=C1C=C(C=C2)S(=O)(=O)N